(S)-N2-[1-(4-fluorophenyl)ethyl]-4-[3-morpholinoazetidin-1-yl]-N6-(pyrazin-2-yl)pyridine-2,6-diamine FC1=CC=C(C=C1)[C@H](C)NC1=NC(=CC(=C1)N1CC(C1)N1CCOCC1)NC1=NC=CN=C1